CN1CCN(CC1)C1=CNC2=CC=C(C=C12)N1C(NC(CC1)=O)=O 1-(3-(4-Methylpiperazin-1-yl)-1H-indol-5-yl)dihydropyrimidine-2,4(1H,3H)-dione